8-fluoro-2-(((2R,7aS)-2-fluorotetrahydro-1H-pyrrolizin-7a(5H)-yl)methoxy)-7-(5-methyl-1H-indazol-4-yl)-4-(piperazin-1-yl)pyrido[4,3-d]pyrimidine FC1=C(N=CC2=C1N=C(N=C2N2CCNCC2)OC[C@]21CCCN1C[C@@H](C2)F)C2=C1C=NNC1=CC=C2C